C(C=C)N1N(C2=NC(=NC=C2C1=O)NC1=CC=C(C=C1)OCC(F)(F)F)C1=NC(=CC=C1)NC1CCN(CC1)C allyl-1-[6-(1-methyl-4-piperidylamino)-2-pyridyl]-6-[p-(2,2,2-trifluoroethoxy)phenylamino]-1,2-dihydro-3H-1,2,5,7-tetraazainden-3-one